N-benzyl-2-[[(Z)-2-cyano-3-hydroxy-3-(5-methylisoxazol-4-yl)prop-2-enoyl]amino]-N-methyl-pyrimidine-5-carboxamide C(C1=CC=CC=C1)N(C(=O)C=1C=NC(=NC1)NC(\C(=C(\C=1C=NOC1C)/O)\C#N)=O)C